2-[2-(2-chloro-6-cyclopropylpyridin-4-yl)-5-fluorophenyl]-1-methyl-imidazole-4-carbonitrile ClC1=NC(=CC(=C1)C1=C(C=C(C=C1)F)C=1N(C=C(N1)C#N)C)C1CC1